tert-butyl 2-[[5-[2-(6-tert-butyl-8-fluoro-1-oxo-phthalazin-2-yl)-3-(hydroxymethyl)-4-pyridyl]-1-methyl-2-oxo-3-pyridyl]amino]-6,7-dihydro-4H-pyrazolo[1,5-a]pyrazine-5-carboxylate C(C)(C)(C)C=1C=C2C=NN(C(C2=C(C1)F)=O)C1=NC=CC(=C1CO)C=1C=C(C(N(C1)C)=O)NC1=NN2C(CN(CC2)C(=O)OC(C)(C)C)=C1